Cl.C1CCCCC1 Cyclohexane hydrochloride salt